C1CCCC2=CC3=CC4=CC=CC=C4C=C3C=C12 1,3-dihydrotetracene